(6Ar,10aR)-6,6,9-trimethyl-3-nonyl-6a,7,10,10a-tetrahydrobenzo[c]chromen-1-ol CC1(OC=2C=C(C=C(C2[C@H]2[C@H]1CC=C(C2)C)O)CCCCCCCCC)C